ethyl 4-(((tert-butyldimethylsilyl)oxy)methyl)-1-(4-chlorophenyl)-1H-pyrazole-5-carboxylate [Si](C)(C)(C(C)(C)C)OCC=1C=NN(C1C(=O)OCC)C1=CC=C(C=C1)Cl